methyl 3-methoxybenzenethiocarboxylate COC=1C=C(C=CC1)C(OC)=S